((1s,4s)-4-((4-methoxy-5-(quinoxalin-6-yl)-7H-pyrrolo[2,3-d]pyrimidin-2-yl)amino)cyclohexyl)(pyrrolidin-1-yl)methanone COC=1C2=C(N=C(N1)NC1CCC(CC1)C(=O)N1CCCC1)NC=C2C=2C=C1N=CC=NC1=CC2